6,7-dimethoxy-9-(6-(3-(trifluoromethyl)-5,6-dihydro-[1,2,4]triazolo[4,3-a]pyrazin-7(8H)-yl)pyridin-3-yl)naphtho[2,3-c]furan-1(3H)-one COC1=CC2=CC3=C(C(OC3)=O)C(=C2C=C1OC)C=1C=NC(=CC1)N1CC=2N(CC1)C(=NN2)C(F)(F)F